C(CCCCC)SC(C(=O)OCC)C 2-ethyl hexylmercaptopropionate